BrC1=CC=2C3=C(C=NC2C=C1)NC(N3C3=CC=C(C=C3)F)=O 8-bromo-1-(4-fluorophenyl)-1,3-dihydro-2H-imidazo[4,5-c]quinolin-2-one